3,5-dihydro-1H-thieno[3,4-c]pyridin-4-one C1SCC=2C(NC=CC21)=O